(1s,3s)-3-morpholinocyclobutanol O1CCN(CC1)C1CC(C1)O